[Ni].C(C1=CC=CO1)SC=1C(=C(C=CC1P(O)(O)O)C)SCC1=CC=CO1 (bis(furfuryl-thio)-(p-tolyl) phosphite) nickel (0)